CC(C)(C)[Si] (dimethyl-ethyl)silicon